C1(=CCCCC1)CCC=1N(C=C(C(C1C(=O)N(C(C)C)CCO)=O)C(=O)N)CC1=C(C=CC=C1)OC [2-(1-cyclohexen-1-yl)ethyl]-N-(2-hydroxyethyl)-N-isopropyl-1-(2-methoxybenzyl)-4-oxo-1,4-dihydro-3,5-pyridinedicarboxamide